C(C)N(S(=O)(=O)C=1C=NC=C(C1)F)[C@H](C(F)(F)F)C1=CC=C(C=C1)OC (S)-N-ethyl-5-fluoro-N-(2,2,2-trifluoro-1-(4-methoxyphenyl)ethyl)pyridine-3-sulfonamide